ClC1=CC=C(N=N1)C(C(=O)N)C1=C(C=CC(=C1)Cl)Cl 2-(6-chloropyridazin-3-yl)-2-(2,5-dichlorophenyl)acetamide